C(C)(C)(C)OC(=O)NC1CC2(CC(C2)OC[C@@H](C(=O)OC)NC(=O)OCC2C3=CC=CC=C3C=3C=CC=CC23)C1 Methyl (2S)-3-[6-(tert-butoxycarbonylamino)spiro[3.3]heptan-2-yl]oxy-2-(9H-fluoren-9-ylmethoxycarbonylamino)propanoate